CC(C)NS(=O)(=O)C=1C=C(C=CC1)NC=1C2=C(N=C(N1)NC1=CC=C(C=C1)N1CCN(CC1)C)CCC2 N4-(3-[N-(1-Methylethyl)sulfamoyl]phenyl)-N2-[4-(4-methylpiperazin-1-yl)phenyl]-6,7-dihydro-5H-cyclopenta[d]pyrimidine-2,4-diamine